FC1=CC=C(C=C1)C=1C=CC=CC1 3-(4-fluorophenyl)benzene